2-FLUORO-6-METHYLNICOTINALDEHYDE FC1=C(C=O)C=CC(=N1)C